COC=1C=C2CCN(CC2=CC1N)C 6-methoxy-2-methyl-1,2,3,4-tetrahydroisoquinoline-7-amine